tert-Butyl 3-hydroxy-3-(3-methylbut-3-en-1-yn-1-yl)azetidine-1-carboxylate OC1(CN(C1)C(=O)OC(C)(C)C)C#CC(=C)C